N[C@H]1CN(C[C@@H](C1)F)C(=O)C1=CC2=C(N(C(=N2)C2=CC=3C(=NC(=CC3)C3=CC(=C(C=C3)CO)OC)N2CC2CC2)C)C(=C1)OC [4-(2-{5-[(3R,5R)-3-amino-5-fluoropiperidine-1-carbonyl]-7-methoxy-1-methyl-1H-1,3-benzodiazol-2-yl}-1-(cyclopropylmethyl)-1H-pyrrolo[2,3-b]pyridin-6-yl)-2-methoxyphenyl]methanol